N-(4-{[3-(difluoromethoxy)azetidinyl]methyl}phenyl){[(4-methoxyphenyl)methyl]amino}carboxamide FC(OC1CN(C1)CC1=CC=C(C=C1)NC(=O)NCC1=CC=C(C=C1)OC)F